tert-butyl-peroxybenzene potassium [K].C(C)(C)(C)OOC1=CC=CC=C1